2-(benzylamino)-2-methyl-propan-1-ol C(C1=CC=CC=C1)NC(CO)(C)C